CN1C(=NN=C1)C(C=1C=C(C=CC1)N1CC2=C(C=C(C=C2C1=O)CN(C(OC(C)(C)C)=O)C1(CCC1)C)C(F)(F)F)=C1CC(C1)C tert-butyl ((2-(3-((4-methyl-4H-1,2,4-triazol-3-yl)(3-methylcyclobutylidene)methyl)phenyl)-3-oxo-7-(trifluoromethyl)isoindolin-5-yl)methyl)(1-methylcyclobutyl)carbamate